imidazolo[1,5-a]pyridin-6-sulfonamide C=1N=CN2C1C=CC(=C2)S(=O)(=O)N